OC(CC(C(=O)O)=C)CC(C(=C)C)=O.C(C=C)(=O)OCC(CC(C(=C)C)=O)O 2-Hydroxy-3-methacryloylpropyl acrylate (2-Hydroxy 3-methacryloylpropyl acrylate)